fluoro-N-methyl-1',2',3',6'-tetrahydro-[3,4'-bipyridine]-6-carboxamide FC1=NC(=CC=C1C=1CCNCC1)C(=O)NC